C(\C=C\C1=CC(O)=C(O)C=C1)(=O)O caffeoic acid